(E)-3-(3-Hydroxyphenyl)-1-(4-phenylphenyl)prop-2-en-1-one OC=1C=C(C=CC1)/C=C/C(=O)C1=CC=C(C=C1)C1=CC=CC=C1